5-methylpyrrolidine-1-carboxylic acid isopropyl ester C(C)(C)OC(=O)N1CCCC1C